[Na+].[Na+].COC=1C=C(C=CC1OCCCCCCCCCCCCCCCCCC)C(CC(CC(S(=O)(=O)[O-])C1=CC(=C(C=C1)OCCCCCCCCCCCCCCCCCC)OC)=O)S(=O)(=O)[O-] 1,5-bis(3-methoxy-4-octadecyloxyphenyl)-3-oxo-1,5-pentanedisulfonic acid disodium salt